C(C1=CC=CC=C1)OCC1=NN(C(N1CC)=O)C1=CC(=C(C(=O)NC2=C(C=CC=C2)C)C=C1F)C=COCC 4-(3-((benzyloxy)methyl)-4-ethyl-5-oxo-4,5-dihydro-1H-1,2,4-triazol-1-yl)-2-(2-ethoxyvinyl)-5-fluoro-N-(o-tolyl)benzamide